tert-butyl N-[(1S)-1-[3-(8-{[(3S,4R)-3-fluoro-1-methylpiperidin-4-yl]amino}-3-[(trifluoromethyl)sulfanyl]indolizin-2-yl)-1,2,4-oxadiazol-5-yl]-2-hydroxyethyl]carbamate F[C@H]1CN(CC[C@H]1NC1=CC=CN2C(=C(C=C12)C1=NOC(=N1)[C@H](CO)NC(OC(C)(C)C)=O)SC(F)(F)F)C